CC(C(=O)O[C@H]1[C@](O[C@@H]([C@H]1OC(C(C)C)=O)COC(C(C)C)=O)(C#N)N1C(N=C(C=C1)N)=O)C (2R,3R,4R,5R)-2-(4-Amino-2-oxopyrimidin-1(2H)-yl)-2-cyano-5-((isobutyryloxy)methyl)-tetrahydrofuran-3,4-diyl bis(2-methylpropanoate)